4-chloro-2,5,6-trimethylthieno[2,3-d]pyrimidine ClC=1C2=C(N=C(N1)C)SC(=C2C)C